2-(5-amino-2-(3-methylpyrazin-2-yl)-7H-pyrazolo[4,3-e][1,2,4]triazolo[1,5-c]pyrimidin-7-yl)-2-phenylpropionic acid NC1=NC2=C(C=3N1N=C(N3)C3=NC=CN=C3C)C=NN2C(C(=O)O)(C)C2=CC=CC=C2